3-(4-bromo-5-methyl-1H-pyrazol-3-yl)-2-methylpyridine BrC=1C(=NNC1C)C=1C(=NC=CC1)C